CC1=C(C2=C(NN=N2)C=C1)C dimethylbenzotriazol